FO cis-fluoroalcohol